OCC1=C(C=C(N=N1)C=1C(NC(NC1)=O)=O)[C@@H]1[C@H](C1)C(C)C 5-(6-(Hydroxymethyl)-5-((1S,2R)-2-isopropylcyclopropyl)pyridazin-3-yl)pyrimidine-2,4(1H,3H)-dione